5-{6-[2-(7-Chloro-4-methoxy-2-methyl-indol-1-yl)-ethylamino]-pyrimidin-4-yl}-3-ethoxy-thiophen ClC=1C=CC(=C2C=C(N(C12)CCNC1=CC(=NC=N1)C1=CC(=CS1)OCC)C)OC